C1(CC1)C1=CC(=C(NC2=C(C(=O)N)C=C(C(=C2F)F)CC2=C(C(=NC=C2)NS(NC)(=O)=O)F)C=C1)F 2-(4-cyclopropyl-2-fluoro-anilino)-3,4-difluoro-5-[[3-fluoro-2-(methylsulfamoylamino)-4-pyridinyl]methyl]benzamide